6-Furfurylamino-9-β-D-arabinofuranosylpurin C(C1=CC=CO1)NC1=C2N=CN(C2=NC=N1)[C@H]1[C@@H](O)[C@H](O)[C@H](O1)CO